N-[3-(difluoromethoxy)-4-(3-methyl-1,2,4-triazol-1-yl)phenyl]-4-(4-fluorophenyl)-6,7-dihydro-5H-[1,2,4]triazolo[1,5-a]pyrimidin-2-amine FC(OC=1C=C(C=CC1N1N=C(N=C1)C)NC1=NN2C(N(CCC2)C2=CC=C(C=C2)F)=N1)F